N-(1-cyclopropyl-3-(methylsulfonyl)allyl)-2-isopropyl-4-phenoxypyrimidine-5-carboxamide C1(CC1)C(C=CS(=O)(=O)C)NC(=O)C=1C(=NC(=NC1)C(C)C)OC1=CC=CC=C1